Dibenzo[c,g]phenanthrene C1=CC=2C=CC=3C=CC4=C(C3C2C2=C1C=CC=C2)C=CC=C4